(5-chloro-2-methylquinolin-3-yl)-1-(1-carbonyl-1,2-dihydroisoquinolin-5-yl)-5-(trifluoromethyl)-1H-pyrazole-4-carboxamide ClC1=C2C=C(C(=NC2=CC=C1)C)C1=NN(C(=C1C(=O)N)C(F)(F)F)C1=C2C=CNC(C2=CC=C1)=C=O